(R)-N-(1-(3-amino-5-(trifluoromethyl)phenyl)ethyl)-2-methyl-6-((3-methyloxetan-3-yl)methoxy)-8,9-dihydro-7H-cyclopenta[h]quinazolin-4-amine NC=1C=C(C=C(C1)C(F)(F)F)[C@@H](C)NC1=NC(=NC2=C3C(=C(C=C12)OCC1(COC1)C)CCC3)C